4-(2-(2-Aminopyridin-3-yl)-3-(4-(chloromethyl)phenyl)-3H-imidazo[4,5-b]pyridin-5-yl)-1-methyl-1,4-diazepan-2-one NC1=NC=CC=C1C1=NC=2C(=NC(=CC2)N2CC(N(CCC2)C)=O)N1C1=CC=C(C=C1)CCl